2-(2-Fluoro-phenyl)-benzo[h]chromen-4-one FC1=C(C=CC=C1)C=1OC2=C3C(=CC=C2C(C1)=O)C=CC=C3